N-[4-(6-azaspiro[2.5]octane-6-carbonyl)-3-pyrrolidin-1-ylphenyl]cyclopropanecarboxamide C1CC12CCN(CC2)C(=O)C2=C(C=C(C=C2)NC(=O)C2CC2)N2CCCC2